C1(=CC=CC=C1)C1=NC(=NC(=C1)C1=CC=CC=C1)N1C2=CC=CC=C2C=2C=C(C=CC12)C1=NC(=NC(=N1)C=1C=CC=2N(C3=CC=CC=C3C2C1)C1=NC(=CC(=N1)C1=CC=CC=C1)C1=CC=CC=C1)C=1C=CC=2N(C3=CC=CC=C3C2C1)C1=NC(=CC(=N1)C1=CC=CC=C1)C1=CC=CC=C1 2,4,6-tris(9-(4,6-diphenylpyrimidin-2-yl)-9H-carbazol-3-yl)-1,3,5-triazine